BrC1=CC=2N(C=C1)C(=NN2)C(=O)NC=2C=C(C=NC2C)NC(C[C@H]2N(CCC2)C(=O)OC(C)(C)C)=O tert-butyl (S)-2-(2-((5-(7-bromo-[1,2,4]triazolo[4,3-a]pyridine-3-carboxamido)-6-methylpyridin-3-yl)amino)-2-oxoethyl)pyrrolidine-1-carboxylate